C(C)(=O)NC=1N=C2N(N=C(C=C2)C=2C=C(C(=NC2)OC)C(=O)NCC2=C(C=C(C=C2)F)OC(F)(F)F)C1 5-{2-acetamidoimidazo[1,2-b]pyridazin-6-yl}-N-{[4-fluoro-2-(trifluoromethoxy)phenyl]methyl}-2-methoxypyridine-3-carboxamide